C(CCCCCCCCC)C(C(=O)OCCCCCCCC)CCCC(=O)[O-] (n-octyl) (n-decyl)adipate